methyl 2-[2-(tert-butoxycarbonylamino)ethylamino]-3-phenyl-propanoate C(C)(C)(C)OC(=O)NCCNC(C(=O)OC)CC1=CC=CC=C1